5-methyl-1-(6-methyl-3-pyridinyl)imidazole-4-carboxylic acid ethyl ester C(C)OC(=O)C=1N=CN(C1C)C=1C=NC(=CC1)C